NCCNCCN diethylentriamine